N-(1-((1-methylcyclopropyl)methyl)-6-(N-(1-methylcyclopropyl)sulfamoyl)-2,4-dioxo-1,4-dihydroquinazolin-3(2H)-yl)but-2-enamide CC1(CC1)CN1C(N(C(C2=CC(=CC=C12)S(NC1(CC1)C)(=O)=O)=O)NC(C=CC)=O)=O